COC1=C(C=C(C=N1)O)C(F)(F)F 6-methoxy-5-(trifluoromethyl)pyridin-3-ol